COC(=O)C1=CC=C(C=C1)NS(=O)=O N-(4-methoxycarbonylphenyl)sulfonamide